CC1=C(C=C(C#N)C=C1)S(=O)(=O)N1CCC2(C[C@H](CO2)N2CCOCC2)CC1 (R)-4-Methyl-3-((3-morpholino-1-oxa-8-azaspiro[4.5]decan-8-yl)sulfonyl)benzonitrile